2-methoxy-11,11-dimethyl-5-oxo-10,11-dihydro-5H-pyrido[2,3-b]carbazole-8-carbonitrile COC=1C=CC2=C(C(C=3NC4=CC(=CC=C4C3C2=O)C#N)(C)C)N1